(tert-Butoxymethyl)-2-methyl-8-(pyridin-4-ylmethyl)hexahydro-2H-pyrazino[1,2-a]pyrazine-6,9-dione C(C)(C)(C)OCC1C2N(CCN1C)C(CN(C2=O)CC2=CC=NC=C2)=O